N-((((1S,2S)-2-(3,5-dimethyl-1H-pyrazol-1-yl)cyclopentyl)oxy)carbonyl)-O-((1S,3S)-3-(2-(5,6,7,8-tetrahydro-1,8-naphthyridin-2-yl)ethyl)cyclobutyl)-L-homoserine CC1=NN(C(=C1)C)[C@@H]1[C@H](CCC1)OC(=O)N[C@@H](CCOC1CC(C1)CCC1=NC=2NCCCC2C=C1)C(=O)O